bromo-4-(bromomethyl)pyridine BrC1=NC=CC(=C1)CBr